(6,7-dimethylimidazo[1,2-a]pyrimidin-2-yl)[(3R,3'R)-3'-hydroxy-1,4-dihydro-1'H,2H-spiro[isoquinoline-3,4'-piperidin]-1'-yl]methanone CC=1C(=NC=2N(C1)C=C(N2)C(=O)N2C[C@H]([C@@]1(CC2)NCC2=CC=CC=C2C1)O)C